N-(4-(4-methylpiperazin-1-yl)-2-(piperidin-1-yl)phenyl)-2-(1H-pyrazol-4-yl)thiazole-4-carboxamide CN1CCN(CC1)C1=CC(=C(C=C1)NC(=O)C=1N=C(SC1)C=1C=NNC1)N1CCCCC1